2-chloro-4-(5-(4-(methoxymethyl)phenyl)-1-methyl-2-oxo-1,2-dihydropyridin-4-yl)-6-methyl-1-tosyl-1,6-dihydro-7H-pyrrolo[2,3-c]pyridin-7-one ClC1=CC2=C(C(N(C=C2C2=CC(N(C=C2C2=CC=C(C=C2)COC)C)=O)C)=O)N1S(=O)(=O)C1=CC=C(C)C=C1